CC=1C=C(C=CC(=O)O)C=CC1C 3,4-dimethyl-cinnamic acid